2-isobutoxybenzylidenemalonic acid dipropyl ester C(CC)OC(C(C(=O)OCCC)=CC1=C(C=CC=C1)OCC(C)C)=O